didecylmethyl-[3-(trihydroxysilyl)propyl]ammonium chloride [Cl-].C(CCCCCCCCC)[N+](CCC[Si](O)(O)O)(C)CCCCCCCCCC